NC=1C=2N(C=CN1)C(=NC2C2=C(C=C(C(=O)NC1=NC=CC(=C1)C(F)(F)F)C=C2)OCC)[C@H]2CN1[C@@H](CO2)CNC2(C1=O)CC2 4-{8-amino-3-[(3'R,9a'R)-6'-oxohexahydrospiro[cyclopropane-1,7'-pyrazino[2,1-c][1,4]oxazin]-3'-yl]imidazo[1,5-a]pyrazin-1-yl}-3-ethoxy-N-[4-(trifluoromethyl)pyridin-2-yl]benzamide